OC1=C(C=CC=C1C1=CC=CC=C1)C1(C(N(C2=CC=CC=C12)C1=CC=CC=C1)=O)C1=C(C(=CC=C1)C1=CC=CC=C1)O 3,3-bis(2-hydroxy-3-phenylphenyl)-1-phenyl-1H-indol-2-one